3-(3,4-bis((4-fluorobenzyl)oxy)phenoxy)-2-methylpropane FC1=CC=C(COC=2C=C(OCC(C)C)C=CC2OCC2=CC=C(C=C2)F)C=C1